perfluoron-octanesulfonic acid FC(C(C(C(C(C(C(C(F)(F)F)(F)F)(F)F)(F)F)(F)F)(F)F)(F)F)(S(=O)(=O)O)F